(7S)-2-Benzyl-7-methyl-3-[(1S,3R)-3-(1H-1,2,3,4-tetrazol-5-yl)cyclohexyl]-3H,6H,7H,8H,9H-imidazo[4,5-f]chinolin C(C1=CC=CC=C1)C=1N(C=2C(=C3CC[C@@H](NC3=CC2)C)N1)[C@@H]1C[C@@H](CCC1)C1=NN=NN1